N=C(CCCSCCC(=O)OCCCCCCCCCCCCCC)NCCCN(CCCNC(CCCSCCC(=O)OCCCCCCCCCCCCCC)=N)C ditetradecyl 8,18-diimino-13-methyl-4,22-dithia-9,13,17-triazapentacosanedioate